COC=1C=CC(=C(C1)C=CC=O)O 3-(5-methoxy-2-hydroxyphenyl)prop-2-enal